Anti-Phosphocholin P(=O)([O-])(O)OCC[N+](C)(C)C